rac-(5aR,6S,7R,8R,8aS)-3-chloro-8,8a-dihydroxy-5a-(4-(methylsulfonyl)phenyl)-6-phenyl-5a,7,8,8a-tetrahydro-6H-cyclopenta[4,5]furo[3,2-b]pyridine-7-carboxylic acid ClC=1C=C2C(=NC1)[C@]1([C@@](O2)([C@@H]([C@H]([C@H]1O)C(=O)O)C1=CC=CC=C1)C1=CC=C(C=C1)S(=O)(=O)C)O |r|